F[C@@H]1C[C@H](N(C1)C(CN1N=NN=C1)=O)C(=O)NC(C1=CC=C(C=C1)C(C)C)C1=CC=CC=C1 (2S,4R)-4-fluoro-N-[(2S)-phenyl[4-(propan-2-yl)phenyl]methyl]-1-[2-(1H-1,2,3,4-tetrazol-1-yl)acetyl]pyrrolidine-2-carboxamide